NC1=NC=C(C2=C1C=NN2)NC(C(N2[C@H](CC[C@@H](C2)C)[C@@H]2OCCCC2)=O)=O |o1:20| N-(4-amino-1H-pyrazolo[4,3-c]pyridin-7-yl)-2-oxo-2-[(2R,5S)-5-methyl-2-[rel-(2R)-tetrahydropyran-2-yl]-1-piperidyl]acetamide